C1(CC1)C1=C(N=C(N1C(=O)N)OC)C Cyclopropyl-2-methoxy-4-methyl-1H-imidazole-1-carboxamide